ethyl 3-((2-chloro-5-nitropyrimidin-4-yl) (cyclopentyl) amino)-2,2-dimethylpropionate ClC1=NC=C(C(=N1)N(CC(C(=O)OCC)(C)C)C1CCCC1)[N+](=O)[O-]